(R)-1-(N-(tert-Butoxycarbonyl)-N-ethyl-L-leucyl)piperidine-2-carboxylic acid C(C)(C)(C)OC(=O)N([C@@H](CC(C)C)C(=O)N1[C@H](CCCC1)C(=O)O)CC